ClC1=C(C=2N(C=N1)N=C(N2)N)OC 7-chloro-8-methoxy-[1,2,4]triazolo[1,5-c]pyrimidin-2-amine